C1(CCCCC1)C1=CC=C(C=C1)N(C1=CC=2C(C3=CC=CC=C3C2C=C1)(C)C)C1=CC=C(C=C1)C1=CC(=CC(=C1)C1=CC(=CC(=C1)C(C)(C)C)C(C)(C)C)C1=CC(=CC(=C1)C(C)(C)C)C(C)(C)C N-(4-cyclohexylphenyl)-N-(3'',3''',5'',5'''-tetra-t-butyl-1,1':3',1'':5',1'''-quaterphenyl-4-yl)-9,9-dimethyl-9H-fluoren-2-amine